[Si](C1=CC=CC=C1)(C1=CC=CC=C1)(C(C)(C)C)OCC(CC1CC1)=NS(=O)C(C)(C)C N-(1-((tert-butyldiphenylsilyl)oxy)-3-cyclopropylpropane-2-ylidene)-2-methylpropane-2-sulfinamide